(3S)-azetidinone N1C(CC1)=O